(dimethylamino)-1-(2-fluoro-6-hydroxyphenyl)prop-2-en-1-one CN(C)C(C(=O)C1=C(C=CC=C1O)F)=C